6-chloro-3-fluoro-8-(1-tosyl-1H-indol-3-yl)imidazo[1,2-b]pyridazine ClC=1C=C(C=2N(N1)C(=CN2)F)C2=CN(C1=CC=CC=C21)S(=O)(=O)C2=CC=C(C)C=C2